(6-((3S,5R)-4-(tert-butoxycarbonyl)-3,5-dimethylpiperazin-1-yl)-5-chloropyridin-2-yl)boronic acid C(C)(C)(C)OC(=O)N1[C@H](CN(C[C@H]1C)C1=C(C=CC(=N1)B(O)O)Cl)C